((6-(3-(2,6-dichlorophenyl)azetidin-1-yl)pyridin-3-yl)methyl)piperidine-4-carboxylic acid ClC1=C(C(=CC=C1)Cl)C1CN(C1)C1=CC=C(C=N1)CN1CCC(CC1)C(=O)O